3,4-diphenylethoxybenzaldehyde C1(=CC=CC=C1)C=1C(=C(C=O)C=CC1C1=CC=CC=C1)OCC